C(C)(C)C1=C(NC2=CC=C(C=C12)C1CCN(CC1)C1CCOCC1)C1=CC=2N(C=C1)N=NC2 5-(3-isopropyl-5-(1-(tetrahydro-2H-pyran-4-yl)piperidin-4-yl)-1H-indol-2-yl)-[1,2,3]triazolo[1,5-a]pyridine